C(C)(C)OC(N)=O carbamic acid isopropyl ester